N1=C(C=NC=C1)[C@@H]1CCC2OC3(C(N21)=O)CC(C3)OCC3=CSC2=NC=CC=C23 (5'S)-5'-(pyrazin-2-yl)-3-[(thieno[2,3-b]pyridin-3-yl)methoxy]tetrahydro-3'H-spiro[cyclobutane-1,2'-pyrrolo[2,1-b][1,3]oxazol]-3'-one